C1(CC1)C1=NC2=CC=CC=C2C(=C1Br)C1=CC=C(C=C1)F 2-cyclopropyl-4-(4'-fluorophenyl)-3-bromoquinoline